2-octylthio-4,6-di(3,5-di-tert-butyl-4-hydroxyphenoxy)-s-triazine C(CCCCCCC)SC1=NC(=NC(=N1)OC1=CC(=C(C(=C1)C(C)(C)C)O)C(C)(C)C)OC1=CC(=C(C(=C1)C(C)(C)C)O)C(C)(C)C